N-(5-(2-(2-oxa-6-azaspiro[3.3]heptan-6-yl)thiazol-4-yl)-4-((2-(1,1-difluoroethyl)pyrimidin-4-yl)amino)pyridin-2-yl)acetamide C1OCC12CN(C2)C=2SC=C(N2)C=2C(=CC(=NC2)NC(C)=O)NC2=NC(=NC=C2)C(C)(F)F